ClC1=C2C=C(N(C2=CC=C1Cl)C)C(=O)N[C@H](CO)C1=CC=C(C=C1)[C@H](C(=O)O)CC |&1:24| (±)-2-[4-[(1S)-1-[(4,5-dichloro-1-methyl-indole-2-carbonyl)amino]-2-hydroxy-ethyl]phenyl]butanoic acid